histidine borate B(O)(O)O.N[C@@H](CC1=CNC=N1)C(=O)O